3,5-dibromo-4-((2-(trimethylsilyl)ethoxy)methyl)-4H-1,2,4-triazole BrC1=NN=C(N1COCC[Si](C)(C)C)Br